7-bromo-N-(4-(chlorodifluoromethoxy)phenyl)-3-(hydroxymethyl)-1-isopropylindoline-5-carboxamide BrC=1C=C(C=C2C(CN(C12)C(C)C)CO)C(=O)NC1=CC=C(C=C1)OC(F)(F)Cl